Germanium-on Silicon [Si+4].[GeH3+]=O